ClC=1C=C(C(=NC1)NC(=O)C1CCC(CC1)(F)F)C(=O)N[C@H](C(C(=O)NC1CC1)=O)C[C@H]1C(N[C@@H](C1)C)=O 5-chloro-N-[(1S)-3-(cyclopropylamino)-1-[[(3S,5R)-5-methyl-2-oxo-pyrrolidin-3-yl]methyl]-2,3-dioxo-propyl]-2-[(4,4-difluorocyclohexanecarbonyl)amino]pyridine-3-carboxamide